BrCCCCCCCCCCC(=O)Cl 11-bromoundecanoyl chloride